(2S,3S)-(-)-3-propyloxiranemethanol CCC[C@H]1[C@@H](O1)CO